2-(methylsulfonyl)benzo[d]thiazole-6-carboxylic acid tert-butyl ester C(C)(C)(C)OC(=O)C1=CC2=C(N=C(S2)S(=O)(=O)C)C=C1